[Si](C1=CC=CC=C1)(C1=CC=CC=C1)(C(C)(C)C)OC1CN(C1)CCN1C[C@@H](CCC1)NC=1N=NC(=C(C1)C)Cl (R)-N-(1-(2-(3-((tert-butyldiphenylsilyl)oxy)azetidin-1-yl)ethyl)piperidin-3-yl)-6-chloro-5-methylpyridazin-3-amine